[N+](=O)([O-])C1=CC=C(C(=O)O[C@@H](C)C2=NC=CC(=C2)Cl)C=C1 (S)-1-(4-chloropyridin-2-yl)ethyl 4-nitrobenzoate